O(C1=CC=CC=C1)C1=CC=C(C(S\C(=C(\C)/N(C=O)CC=2C(=NC(=NC2)C)N)\CCO)=O)C=C1 (Z)-S-(2-(N-((4-amino-2-methylpyrimidin-5-yl)methyl)formamido)-5-hydroxypent-2-en-3-yl) 4-phenoxybenzothioate